tert-butyl 1-[[methyl-(2,2,2-trifluoroacetyl)amino]methyl]-3,8-diazabicyclo[3.2.1]octane-8-carboxylate CN(C(C(F)(F)F)=O)CC12CNCC(CC1)N2C(=O)OC(C)(C)C